C(#N)C1=C(NC(=NC1=O)SC)/C=C/C1=C(OCC(=O)OCC)C(=CC=C1)OC ethyl (E)-2-(2-(2-(5-cyano-2-(methylthio)-6-oxo-3,6-dihydropyrimidin-4-yl)vinyl)-6-methoxyphenoxy)acetate